N2-tert-butyl-6-cyclopropyl-7-[3-(dimethylcarbamoyl)phenyl]-3,4-dihydropyrrolo[1,2-a]pyrazine-2,8(1H)-dicarboxamide C(C)(C)(C)NC(=O)N1CC=2N(CC1)C(=C(C2C(=O)N)C2=CC(=CC=C2)C(N(C)C)=O)C2CC2